N-(4-(1-acetylindolin-5-yl)-5-methylthiazol-2-yl)-2-(3-((5-((2-(2,6-dioxopiperidin-3-yl)-1,3-dioxoisoindolin-4-yl)amino)pentyl)oxy)phenyl)acetamide C(C)(=O)N1CCC2=CC(=CC=C12)C=1N=C(SC1C)NC(CC1=CC(=CC=C1)OCCCCCNC1=C2C(N(C(C2=CC=C1)=O)C1C(NC(CC1)=O)=O)=O)=O